2-bromo-6-chloro-3-fluoro-1H-pyrrolo[3,2-c]pyridine tert-butyl-2-bromo-6-chloro-3-fluoro-1H-pyrrolo[3,2-c]pyridine-1-carboxylate C(C)(C)(C)OC(=O)N1C(=C(C=2C=NC(=CC21)Cl)F)Br.BrC2=C(C=1C=NC(=CC1N2)Cl)F